7-(2-((2-ethyl-6-((R)-3-methylpiperazin-1-yl)pyridin-3-yl)amino)-5-(trifluoromethyl)pyrimidin-4-yl)-5-methyl-2,3-dihydro-5H-thieno[3,2-e][1,4]oxathiepine 1,1-dioxide C(C)C1=NC(=CC=C1NC1=NC=C(C(=N1)C1=CC=2S(CCOC(C2S1)C)(=O)=O)C(F)(F)F)N1C[C@H](NCC1)C